C1(CCCCC1)[NH2+]CC(NC1=C(C=C(C=C1)C[C@H](C(=O)OC)NC(CC)=O)F)=O (S)-cyclohexyl-({2-fluoro-4-[(2R)-3-methoxy-3-oxo-2-propionamidopropyl]phenyl}carbamoyl)methylammonium